boc-(S)-3-amino-4-(2-naphthyl)-butyric acid CC(C)(C)OC(=O)N[C@@H](CC1=CC2=CC=CC=C2C=C1)CC(=O)O